6-chloro-5-methoxy-2-{(2R)-3-[(4-methoxyphenyl)methoxy]-2-methylpropyl}-2,3-dihydro-1H-isoindol-1-one ClC1=C(C=C2CN(C(C2=C1)=O)C[C@H](COCC1=CC=C(C=C1)OC)C)OC